NC=1N=C(SC1C(=O)C=1C=NC(=CC1)N1CC2CCC(C1)C2)N(C2=CC=C(C=C2)F)C(C(=O)N)C (N-[4-amino-5-[6-(3-azabicyclo[3.2.1]octan-3-yl)pyridine-3-carbonyl]thiazol-2-yl]-4-fluoro-anilino)propanamide